tert-butyl 3-[4-[4-chloro-7-(4-fluoro-2-methoxy-phenyl)pyrazolo[1,5-a]pyrazin-6-yl]pyrazol-1-yl]azetidine-1-carboxylate ClC=1C=2N(C(=C(N1)C=1C=NN(C1)C1CN(C1)C(=O)OC(C)(C)C)C1=C(C=C(C=C1)F)OC)N=CC2